[Na+].[Na+].O=C(C(=O)[O-])CCC(=O)[O-] α-Ketoglutaric acid, disodium salt